(E)-3-hydroxy-1-(3-fluoro-4-(2-(2-methylbiphenyl-3-yl)vinyl)benzyl)piperidine-2-carboxylic acid OC1C(N(CCC1)CC1=CC(=C(C=C1)\C=C\C=1C(=C(C=CC1)C1=CC=CC=C1)C)F)C(=O)O